NC1=C(C2=C(S1)C(C(CC2)(C2=CC=CC=C2)CCC#N)=O)C(=O)O 2-Amino-6-(2-cyanoethyl)-7-oxo-6-phenyl-4,5,6,7-tetrahydrobenzo[b]thiophene-3-carboxylic acid